3-(4,4-dimethyl-4,5-dihydrooxazol-2-yl)benzoylchloride CC1(N=C(OC1)C=1C=C(C(=O)Cl)C=CC1)C